CC=1C=CC(=NC1CN1[C@@H](CCC1)C)NC1=CC2=C(C=N1)SC(=N2)C2=NC=CC=C2C 5-Methyl-N-[2-(3-methylpyridin-2-yl)-[1,3]thiazolo[5,4-c]pyridin-6-yl]-6-{[(2R)-2-methylpyrrolidin-1-yl]methyl}pyridin-2-amine